9,9'-(5-(2,6-diphenylpyrimidin-4-yl)-1,3-phenylene)bis(3,6-bis(dibenzo[b,d]thiophen-2-yl)-9H-carbazole) C1(=CC=CC=C1)C1=NC(=CC(=N1)C=1C=C(C=C(C1)N1C2=CC=C(C=C2C=2C=C(C=CC12)C1=CC2=C(SC3=C2C=CC=C3)C=C1)C1=CC3=C(SC2=C3C=CC=C2)C=C1)N1C2=CC=C(C=C2C=2C=C(C=CC12)C1=CC2=C(SC3=C2C=CC=C3)C=C1)C1=CC3=C(SC2=C3C=CC=C2)C=C1)C1=CC=CC=C1